FC(OC1=CC=C(C(=O)NC23CCC(CC2)(CC3)C(F)(F)F)C=C1)(F)F 4-(trifluoromethoxy)-N-(4-(trifluoromethyl)bicyclo[2.2.2]octan-1-yl)benzamide